(7-ethoxy-6-methoxy-1-(5-methoxy-1H-indol-3-yl)-3,4-dihydroisoquinolin-2(1H)-yl)(morpholino)methanone C(C)OC1=C(C=C2CCN(C(C2=C1)C1=CNC2=CC=C(C=C12)OC)C(=O)N1CCOCC1)OC